CS(=O)(=O)C1=CC=C(C=C1)C1=CC=C(C=C1)S(=O)(=O)N1CC(CCC1)C(=O)N1CCC(CC1)S(=O)(=O)C 1-((4'-(methylsulfonyl)-[1,1'-biphenyl]-4-sulfonyl)piperidin-3-yl)(4-(methylsulfonyl)1-piperidyl)methanone